tert-butyl {(1R)-1-[3-(1,1-difluoro-2-oxopropyl)-2-fluorophenyl]ethyl}carbamate FC(C(C)=O)(F)C=1C(=C(C=CC1)[C@@H](C)NC(OC(C)(C)C)=O)F